ClC1=C(C=CC=C1C1=C(C(=NC=C1)Cl)Cl)NC1=NC=CC(=C1F)C=COC N-(2-chloro-3-(2,3-dichloropyridin-4-yl)phenyl)-3-fluoro-4-(2-methoxyvinyl)pyridin-2-amine